(R)-(3-aminopiperidin-1-yl)(2-(1-ethyl-1H-indol-2-yl)-1-methyl-1H-benzo[d]imidazol-5-yl)methanethione hydrochloride salt Cl.N[C@H]1CN(CCC1)C(=S)C1=CC2=C(N(C(=N2)C=2N(C3=CC=CC=C3C2)CC)C)C=C1